5-[(4R,10bS)-4-methyl-8-(5-oxa-2,8-diazaspiro[3.5]nonan-2-yl)-3,4,6,10b-tetrahydro-1H-pyrazino[2,1-a]isoindol-2-yl]-2-deuterio-quinoline-8-carbonitrile C[C@@H]1CN(C[C@H]2N1CC1=CC(=CC=C21)N2CC1(C2)OCCNC1)C1=C2C=CC(=NC2=C(C=C1)C#N)[2H]